C(CCCCCC(=O)OC(CCCCCCCC)CCCCCCCC)(=O)OCC(CCCCCCCCC(=O)OCC(CCCCCC)CCCC)COC(=O)OC1=CC=C(C=C1)[N+](=O)[O-] 1-(11-((2-butyloctyl)oxy)-2-((((4-nitrophenoxy)carbonyl)oxy)methyl)-11-oxoundecyl) 7-(heptadecan-9-yl) heptanedioate